5-[2-(tert-butoxycarbonylamino)-2-methyl-propoxy]-2-chloro-pyridine-3-carboxylate C(C)(C)(C)OC(=O)NC(COC=1C=C(C(=NC1)Cl)C(=O)[O-])(C)C